IC1=CC=C(C=C1)C1=NOC(=C1)CN1C(=NC=C1)[C@H](C)OC1OCCCC1 3-(4-Iodophenyl)-5-((2-((1S)-1-((tetrahydro-2H-pyran-2-yl)oxy)ethyl)-1H-imidazol-1-yl)methyl)isoxazole